C(C)(C)[Si](CCCCC#CC1=CC=C(C=C1)C#CCCCC[Si](C(C)C)(C(C)C)C(C)C)(C(C)C)C(C)C 2,5-bis-(6-triisopropylsilyl-hexynyl)-benzene